CC=1N(C=CN1)CCCN(CCCCCCC(C(=O)[O-])(CCCCCCCC)CCCCCC)CCCCCCC(C(=O)[O-])(CCCCCCCC)CCCCCC ((3-(2-methyl-1H-imidazol-1-yl)propyl)azanediyl)bis(hexane-6,1-diyl)bis(2-hexyldecanoate)